NC1=CC=C(C=N1)C=1N(C=2N=C(N(C(C2N1)=O)C1=CC=C(C=C1)OC)NC1=NC=CC=C1)C1=CCCCC1 8-(6-aminopyridin-3-yl)-9-(cyclohex-1-en-1-yl)-1-(4-methoxyphenyl)-2-(pyridin-2-ylamino)-1,9-dihydro-6H-purin-6-one